(5R,8aS)-3-chloro-5-methyl-5,6,8a,9-tetrahydro-8H-7,10-dioxa-2,4,4b-triazaphenanthrene-1-carboxylic acid ClC=1N=C(C=2OC[C@@H]3COC[C@H](N3C2N1)C)C(=O)O